C(C(C)C)C1(NC(OC2=C1C=CC=C2)=O)C2=CC=CC=C2 4-isobutyl-4-phenyl-1,3-benzoxazin-2(4H)-one